NC(C(C)(C)C)C(=O)N1[C@@H](CCC1)C(=O)NC=1SC2=C(N1)C=CC(=C2)OC(F)(F)F (S)-1-(tert-butylglycyl)-N-(6-(trifluoromethoxy)benzo[d]thiazol-2-yl)pyrrolidine-2-carboxamide